O(C1=CC=CC=C1)C1=CC=C(C=C1)NC1=NC2=CC=CC=C2C=C1C#N (4-phenoxy-phenylamino)-quinoline-3-carbonitrile